piperonyl-cinnamaldehyde oxime C(C1=CC=2OCOC2C=C1)C(C=NO)=CC1=CC=CC=C1